2-chloro-2'-methyl-1'-[(1-methylpyrazol-4-yl)methyl]-4-phenyl-spiro[5H-thieno[2,3-c]pyran-7,4'-piperidin]-4-ol (trifluoroacetate) FC(C(=O)OC1(C2=C(SC(=C2)Cl)C2(CC(N(CC2)CC=2C=NN(C2)C)C)OC1)C1=CC=CC=C1)(F)F